6-((1s,5s)-3,6-diazabicyclo[3.2.0]heptan-3-yl)-N-(3-methyl-4-((1-methyl-1H-benzo[d][1,2,3]triazol-5-yl)oxy)phenyl)pyrimido[5,4-d]pyrimidin-4-amine [C@@H]12CN(C[C@H]2NC1)C=1N=CC=2N=CN=C(C2N1)NC1=CC(=C(C=C1)OC1=CC2=C(N(N=N2)C)C=C1)C